C(C)(C)NC1=NN2C(C=N1)=C(C=C2)C=2C=C1C(=NC2)N=C(N1C1CCOCC1)C N-isopropyl-5-(2-methyl-1-(tetrahydro-2H-pyran-4-yl)-1H-imidazo[4,5-b]pyridin-6-yl)pyrrolo[2,1-f][1,2,4]triazin-2-amine